1-(3-(2,6-Dioxopiperidin-3-yl)-1-methyl-1H-indazol-7-yl)piperidine-4-carbaldehyde O=C1NC(CCC1C1=NN(C2=C(C=CC=C12)N1CCC(CC1)C=O)C)=O